FC(C1=NN(C=C1C(=O)NC1=C(C=CC=C1)C1=CC(=C(C(=C1)F)F)F)C)F 3-(Difluoromethyl)-1-methyl-N-(3',4',5'-trifluorobiphenyl-2-yl)-1H-pyrazol-4-carboxamid